tert-butyl ((1S,2S,3R)-2-hydroxy-3-((5-nitro-2-(1-((2-(trimethylsilyl)ethoxy)methyl)-1H-1,2,4-triazol-3-yl)pyridin-4-yl)amino)cyclohexyl)carbamate O[C@@H]1[C@H](CCC[C@H]1NC1=CC(=NC=C1[N+](=O)[O-])C1=NN(C=N1)COCC[Si](C)(C)C)NC(OC(C)(C)C)=O